2-chloro-7-(diethylamino)quinoline-3-carbaldehyde ClC1=NC2=CC(=CC=C2C=C1C=O)N(CC)CC